CC1OC(=C(C1=O)O)C 2,5-dimethyl-4-hydroxy-2H-furan-3-one